CC(C#N)(C)C1=C2C(=NC(=C1)N1[C@@H](COCC1)C)C(=NN2)C2=CC=NN2C2OCCCC2 2-methyl-2-(5-((R)-3-methylmorpholinyl)-3-(1-(tetrahydro-2H-pyran-2-yl)-1H-pyrazol-5-yl)-1H-pyrazolo[4,3-b]pyridin-7-yl)propionitrile